4-chloro-3-(5,7-difluoro-6-(4-((4-methoxybenzyl)oxy)pyrimidin-2-yl)-4-oxo-1,4-dihydroquinolin-2-yl)benzonitrile ClC1=C(C=C(C#N)C=C1)C=1NC2=CC(=C(C(=C2C(C1)=O)F)C1=NC=CC(=N1)OCC1=CC=C(C=C1)OC)F